OC=1C=2N(C=C(C1)C=1N=NN(C1C)C1CCN(CC1)C(=O)OC(C)(C)C)N=CC2 tert-Butyl 4-[4-(4-hydroxypyrazolo[1,5-a]pyridin-6-yl)-5-methyl-triazol-1-yl]piperidine-1-carboxylate